(3Z)-6-hydroxy-3-hexenylbenzyloxymethyl ether OC1=CC=C(C=C1COCOCOCC1=CC(=CC=C1O)C=CCCCC)C=CCCCC